N1(C=NC=C1)C(=S)N1CC2(CN(C2)C=2C=C(C#N)C=CN2)C1 2-(6-(1H-imidazole-1-thiocarbonyl)-2,6-diazaspiro[3.3]heptan-2-yl)isonicotinonitrile